tert-butyl 4-(5-bromothiophen-2-yl)-4-cyanopiperidine-1-carboxylate BrC1=CC=C(S1)C1(CCN(CC1)C(=O)OC(C)(C)C)C#N